C1(CC1)CNC(C1=C(C=CC=C1)F)=O N-(cyclopropylmethyl)-2-fluorobenzamide